C(=C)[Si](OCC(OC)OC)(OCC(OC)OC)OCC(OC)OC vinyl-tri(dimethoxyethoxy)silane